C(\C=C/C[C@H]1CN(C=2C=C(C=C3C2N1C(=N3)NC(=O)C3=CC(=NN3CC)C)C(=O)N)CCCOC)[C@H]3CN(C=1C=C(C=C2C1N3C(=N2)NC(=O)C2=CC(=NN2CC)C)C(=O)N)CCCOC (4S,4'S)-4,4'-((Z)-but-2-ene-1,4-diyl)bis(2-(1-ethyl-3-methyl-1H-pyrazole-5-carboxamido)-6-(3-methoxypropyl)-5,6-dihydro-4H-imidazo[1,5,4-de]quinoxaline-8-carboxamide)